OCC(CO)(CC(CO)CO)CO 2,2,4-Tris(hydroxymethyl)-1,5-pentandiol